N-(2-(2-amino-9H-purin-6-yl)-2-azaspiro[3.3]heptan-6-yl)-N-methyl-sulfamide Lithium 2-chloro-3-(2-oxo-1,2-dihydropyridin-4-yl)benzoate ClC1=C(C(=O)[O-])C=CC=C1C1=CC(NC=C1)=O.[Li+].NC1=NC(=C2N=CNC2=N1)N1CC2(C1)CC(C2)N(S(=O)(=O)N)C